ClC=1C(=C(SC1)CF)NC(=O)C1=CN=C(S1)NC1=NC(=NC(=C1)N1CCN(CC1)CCO)C N-(4-chloro-2-(fluoromethyl)thiophen-3-yl)-2-((6-(4-(2-hydroxyethyl)piperazin-1-yl)-2-methylpyrimidin-4-yl)amino)thiazole-5-carboxamide